OC1CCN(C=2N=NC(=CC21)C2=C(C=C(C=C2C)C(F)(F)F)OCOC)[C@H]2CN(CCC2)C(=O)OC(C)(C)C tert-Butyl (3R)-3-{5-hydroxy-3-[2-(methoxymethoxy)-6-methyl-4-(trifluoromethyl)phenyl]-6,7-dihydropyrido[2,3-c]pyridazine-8(5H)-yl}piperidine-1-carboxylate